ClC1=C(C=C(C=C1)F)C1NS(C2=C1C(=CC=C2)C2=C(C(=O)N)C=C(C=C2F)C(F)(F)F)=O (3-(2-chloro-5-fluorophenyl)-1-oxo-2,3-dihydrobenzo[d]isothiazol-4-yl)-3-fluoro-5-(trifluoromethyl)benzamide